oxygen, palladium salt [Pd].[O]